C1(=CC=CC=C1)C1=C2C=CNC2=CC=C1 4-PHENYL-INDOLE